C(CC(CCCCCCC(CC)O)O)O 1,3,10-dodecanetriol